(R)-4-((1-(2-cyanoacetyl)piperidin-3-yl)amino)-1H-pyrrolo[2,3-b]pyridine-5-carboxylic acid ethyl ester C(C)OC(=O)C=1C(=C2C(=NC1)NC=C2)N[C@H]2CN(CCC2)C(CC#N)=O